ONC(C(C)(C)C)=N N-hydroxy-2,2-dimethylpropionamidine